(±)-2-(4-(3-(4,5-Dichloro-1-methyl-1H-indole-2-carboxamido)oxetan-3-yl)phenyl)-4-methylpentanoic acid ClC1=C2C=C(N(C2=CC=C1Cl)C)C(=O)NC1(COC1)C1=CC=C(C=C1)[C@H](C(=O)O)CC(C)C |r|